(+-)-3-(tert-butoxy)-9,10-dimethoxy-1,3,4,6,7,11b-hexahydro-2H-pyrido[2,1-a]isoquinolin-2-one C(C)(C)(C)OC1C(CC2N(CCC3=CC(=C(C=C23)OC)OC)C1)=O